ClC=1C=C(C=C(C1)F)[C@H](CCNC)CCN1CCCCC1 (R)-3-(3-chloro-5-fluorophenyl)-N-methyl-5-(piperidin-1-yl)pentan-1-amine